N-(3-fluoro-4-((3-((1-hydroxy-4-methoxybutan-2-yl)amino)-1H-pyrazolo[3,4-b]pyridin-4-yl)oxy)phenyl)-2-(4-fluorophenyl)-3-oxo-2,3-dihydropyridazine-4-carboxamide FC=1C=C(C=CC1OC1=C2C(=NC=C1)NN=C2NC(CO)CCOC)NC(=O)C=2C(N(N=CC2)C2=CC=C(C=C2)F)=O